[F-].C[N+]1=CC(=CC=C1)C 1,3-dimethylpyridinium fluoride